C(C)(C)(C)N=P1(N(CCCN1C)C)N(CC)CC 2-t-butylimino-2-diethylamino-1,3-dimethyl-perhydro-1,3,2-diazaphosphorine